OC(CCC1=CC=CC=C1)C(C(CCCCC)O)O 3,4,5-trihydroxydecylbenzene